uracil-5-carboxylic acid N1C(=O)NC(=O)C(=C1)C(=O)O